(R)-2-fluoro-4-(hydroxymethyl)-N-(8-methylisoquinolin-1-yl)-N-(piperidin-3-yl)benzamide FC1=C(C(=O)N([C@H]2CNCCC2)C2=NC=CC3=CC=CC(=C23)C)C=CC(=C1)CO